3-((4-(4-((1-(3-((4-((5-(trifluoromethyl)-pyrimidin-2-yl)amino)piperidin-1-yl)sulfonyl)phenyl)piperidin-4-yl)methyl)piperazin-1-yl)phenyl)amino)-piperidine-2,6-dione FC(C=1C=NC(=NC1)NC1CCN(CC1)S(=O)(=O)C=1C=C(C=CC1)N1CCC(CC1)CN1CCN(CC1)C1=CC=C(C=C1)NC1C(NC(CC1)=O)=O)(F)F